ClC1=CC(=CC=2CN(CCOC21)CC2=NSC(=N2)Cl)N2C=CC1=CC(=CC=C21)F 9-chloro-4-[(5-chloro-1,2,4-thiadiazol-3-yl)methyl]-7-(5-fluoroindol-1-yl)-3,5-dihydro-2H-1,4-benzoxazepine